(E)-4-(3-(3-Methoxy-3-oxoprop-1-en-1-yl)phenyl)-2,6-dimethyltetrahydro-2H-pyran-4-carboxylic acid COC(/C=C/C=1C=C(C=CC1)C1(CC(OC(C1)C)C)C(=O)O)=O